O1ONCC=C1 dihydrodioxazine